6-chloro-5,7-difluoro-3,4-dihydroisoquinolin-1(2H)-one ClC=1C(=C2CCNC(C2=CC1F)=O)F